COC1=CC=C(CC2C(NC(N(C2=O)C2=CC=C(C=C2)OC)=O)=O)C=C1 5-(4-methoxybenzyl)-1-(4-methoxyphenyl)pyrimidine-2,4,6(1H,3H,5H)-trione